OC1=NC=CC2=C1N=CN2CC2=CC=C(C=C2)C2=C(C=CC=C2)B(O)O (4-((4-hydroxy-1H-imidazo[4,5-c]pyridin-1-yl)methyl)phenyl)phenylboronic acid